(1R,2R)-N-(2,3-Dihydropyrazolo[5,1-b][1,3]oxazol-7-yl)-2-[4-(3-methyl-1H-pyrazol-5-yl)benzoyl]cyclohexanecarboxamide O1C=2N(CC1)N=CC2NC(=O)[C@H]2[C@@H](CCCC2)C(C2=CC=C(C=C2)C2=CC(=NN2)C)=O